2-Nitro-4,5-dimethoxybenzoic acid [N+](=O)([O-])C1=C(C(=O)O)C=C(C(=C1)OC)OC